FC=1C=C(C=CC1F)N1C(=CC2=C1C=C1C=NN(C1=C2)C(C(C)(C)C)=O)C2CCOCC2 1-[5-(3,4-difluorophenyl)-6-tetrahydropyran-4-yl-pyrrolo[2,3-f]indazol-1-yl]-2,2-dimethyl-propan-1-one